C(#N)C=1C=CC(=C(C1)C1=CC(=NC=C1C(=O)NC=1SC2=NC(=CC=C2N1)C1=C(C=C(C=C1)CN1C(CCC1)=O)C)C)OC 4-(5-cyano-2-methoxyphenyl)-6-methyl-N-(5-(2-methyl-4-((2-oxopyrrolidin-1-yl)methyl)phenyl)thiazolo[5,4-b]pyridin-2-yl)nicotinamide